3-[(methylamino)methyl]oxa-pyrrolidin-2-one CNCC1C(NCO1)=O